N-((3S,5S)-1-((3S,4R)-1-(tert-butyl)-4-(4-chlorophenyl)pyrrolidine-3-carbonyl)-5-(morpholin-4-carbonyl)pyrrolidin-3-yl)-N-((1s,4R)-4-methylcyclohexyl)trimethylacetamide C(C)(C)(C)N1C[C@H]([C@@H](C1)C1=CC=C(C=C1)Cl)C(=O)N1C[C@H](C[C@H]1C(=O)N1CCOCC1)N(C(C(C)(C)C)=O)C1CCC(CC1)C